N,N-diformylamide C(=O)[N-]C=O